tert-butyl N-[2-[(5-fluoro-2-methoxy-3-pyridyl)-hydroxy-methyl]thiazol-5-yl]carbamate FC=1C=C(C(=NC1)OC)C(C=1SC(=CN1)NC(OC(C)(C)C)=O)O